P(=O)(OCCCCCCCCCC)([O-])[O-] monodecanyl phosphate